1-(3-fluoro-2-hydroxy-4-methoxyphenyl)ethan-1-one FC=1C(=C(C=CC1OC)C(C)=O)O